Tert-butyl 5-(3-nitrophenyl)-3,4-dihydropyridine-1(2H)-carboxylate [N+](=O)([O-])C=1C=C(C=CC1)C=1CCCN(C1)C(=O)OC(C)(C)C